Cl.Cl.N[C@]1([C@@H](CC[C@H](C1)CCB(O)O)CNC([C@H](CC(=O)O)N)=O)C(=O)O (1R,2S,5R)-1-Amino-2-(((S)-2-amino-3-carboxypropanamido)methyl)-5-(2-boronoethyl)cyclohexane-1-carboxylic acid dihydrochloride